2-(2-((benzo[d]thiazol-2-ylmethyl)carbamoyl)-5,6-difluoro-2,3-dihydro-1H-inden-2-yl)acetic acid S1C(=NC2=C1C=CC=C2)CNC(=O)C2(CC1=CC(=C(C=C1C2)F)F)CC(=O)O